tert-Butyl endo-3-((4-((4-([1,2,4]triazolo[1,5-a]pyridin-7-yloxy)-3-methylphenyl)amino)-pyrido[3,2-d]pyrimidin-6-yl)-oxy)-8-azabicyclo[3.2.1]octane-8-carboxylate N=1C=NN2C1C=C(C=C2)OC2=C(C=C(C=C2)NC=2C1=C(N=CN2)C=CC(=N1)OC1CC2CCC(C1)N2C(=O)OC(C)(C)C)C